tris(tert-butoxy)indium(III) C(C)(C)(C)O[In](OC(C)(C)C)OC(C)(C)C